N-ethyl-2,4-Cyclopentadiene-1-ethanamine C(C)NCCC1C=CC=C1